N4-(4-cyanobenzyl)-N2-isopropylquinazoline-2,4-diamine C(#N)C1=CC=C(CNC2=NC(=NC3=CC=CC=C23)NC(C)C)C=C1